5-((4-chloro-5-fluoropyridin-2-yl)methoxy)-2-(1-methyl-6-oxo-1,6-dihydropyridazin-3-yl)isoindolin-1-one ClC1=CC(=NC=C1F)COC=1C=C2CN(C(C2=CC1)=O)C1=NN(C(C=C1)=O)C